tri(dibenzylacetone) dipalladium [Pd].[Pd].C(C1=CC=CC=C1)C(C(C)=O)CC1=CC=CC=C1.C(C1=CC=CC=C1)C(C(C)=O)CC1=CC=CC=C1.C(C1=CC=CC=C1)C(C(C)=O)CC1=CC=CC=C1